C(C)(C)(C)C1=CC=C(N=N1)NC1=CC(=C(N=N1)C(=O)NC([2H])([2H])[2H])NC1=NC=CC=C1S(=O)(=O)C 6-[(6-tert-butylpyridazin-3-yl)amino]-4-[(3-methylsulfonylpyridin-2-yl)amino]-N-(2H3)methylpyridazine-3-carboxamide